2-amino-4-bromo-5-chloro-3,6-difluorobenzoyl chloride NC1=C(C(=O)Cl)C(=C(C(=C1F)Br)Cl)F